(3-chloro-2-vinylphenyl)(methyl)sulfane ClC=1C(=C(C=CC1)SC)C=C